tert-butyl N-[(7R)-3-cyclopropyl-5-[(2-fluoro-2-methyl-propyl)sulfamoyl]-7,8-dihydro-6H-cyclopenta[g]isoquinolin-7-yl]carbamate C1(CC1)C=1N=CC2=CC3=C(C(=C2C1)S(NCC(C)(C)F)(=O)=O)C[C@@H](C3)NC(OC(C)(C)C)=O